monochroman [CH2-]CCC[CH2-].[Cr+2]